CO[C@]1(N(CCC2=CC=C(C=C12)N)C)C |r| Racemic-methoxy-1,2-dimethyl-1,2,3,4-tetrahydroisoquinolin-7-amine